OCC([C@@H](C[C@@H]1C(NCC1)=O)NC(=O)[C@@H]1N(C2CCC1CC2)C(=O)C2(C1=CC=CC=C1C=1C=CC=CC21)O)=O (R)-N-((R)-4-hydroxy-3-oxo-1-((R)-2-oxopyrrolidin-3-yl)butan-2-yl)-2-(9-hydroxy-9H-fluorene-9-carbonyl)-2-azabicyclo[2.2.2]octane-3-carboxamide